BrC1=C(C=C(C=C1)Br)C1CN(CCN1)C1=NC(=NC(=C1)C(C)C)N.[O].[Se] selenium oxygen 4-(3-(2,5-dibromophenyl)piperazin-1-yl)-6-isopropylpyrimidin-2-amine